C(C)(C)(C)OC(=O)N[C@H](C(=O)N1[C@@H](CCC1)C(=O)O)C(C)C (2S)-1-[(2S)-2-[(tert-butoxycarbonyl)amino]-3-methylbutanoyl]pyrrolidine-2-carboxylic acid